1,4-bis(dioctylphosphino)butane C(CCCCCCC)P(CCCCP(CCCCCCCC)CCCCCCCC)CCCCCCCC